CN1N=CC(=C1)C1CC1C=1N=CN(C1)C(C1=CC=CC=C1)(C1=CC=CC=C1)C1=CC=CC=C1 2-(1-methyl-1H-pyrazol-4-yl)-3-[1-(triphenylmethyl)-1H-imidazol-4-yl]cyclopropane